CN(CCCC1C(C=2CC=3C(CCCC3NC2CC1)=O)=O)C 3-(dimethylamino)propyl-3,4,6,7,9,10-hexahydroacridine-1,8(2H,5H)-dione